NC1CN(CCC1)C1C(CC(C1)C1=CC(=C(C=C1)F)O)OC1=CC=C(C#N)C=C1 4-[2-(3-amino-1-piperidinyl)-4-(4-fluoro-3-hydroxy-phenyl)cyclopentyloxy]Benzonitrile